4-chloro-5-((3S,4S)-3-((4-(3,5-dimethylisoxazol-4-yl)-5-fluoropyridin-2-yl)oxy)-4-fluoropyrrolidin-1-yl)-2-(2-hydroxyethyl)pyridazin-3(2H)-one ClC=1C(N(N=CC1N1C[C@@H]([C@H](C1)F)OC1=NC=C(C(=C1)C=1C(=NOC1C)C)F)CCO)=O